2-methyl-8-pivaloyl-2,8-diazaspiro[4.5]decan-1-one CN1C(C2(CC1)CCN(CC2)C(C(C)(C)C)=O)=O